Cl.C(C)OC(=O)C1=NN(C=2C(N(CCC21)C2=C(C=C1CCNCC1=C2)F)=O)C2=CC(=CC=C2)Cl 1-(3-Chlorophenyl)-6-(6-fluoro-1,2,3,4-tetrahydroisoquinolin-7-yl)-7-oxo-4,5-dihydropyrazolo[3,4-c]pyridine-3-carboxylic acid ethyl ester hydrochloride